quinolin-7-yl (1R,4R)-5-methyl-2,5-diazabicyclo[2.2.1]heptane-2-carboxylate CN1[C@H]2CN([C@@H](C1)C2)C(=O)OC2=CC=C1C=CC=NC1=C2